NC=1C=C(C=C(C1)C(F)(F)F)[C@@H](C)NC1=NC(=NC2=CC(=C(C=C12)OC1CCN(CC1)CC1=CC=C(C=C1)NC1C(NC(CC1)=O)=O)OC)C 3-((4-((4-((4-(((R)-1-(3-amino-5-(trifluoromethyl)phenyl)ethyl)amino)-7-methoxy-2-methylquinazolin-6-yl)oxy)piperidin-1-yl)methyl)phenyl)amino)piperidine-2,6-dione